C(CCC)(=O)OCCCC butyl alcohol butyrate